ClC1=C(C=C(C=C1)NC(=O)N1C2CC(CC1C2)C)[C@@H]2[C@H](CC2)C(F)F cis-N-(4-chloro-3-((1S,2S)-2-(difluoromethyl)cyclobutyl)phenyl)-3-methyl-6-azabicyclo[3.1.1]heptane-6-carboxamide